ClC1=CC=C2C(=CNC2=C1)S(=O)(=O)Cl 6-Chloro-1H-indole-3-sulfonyl chloride